(S)-7-methoxy-1-(((5-oxopyrrolidin-2-yl)methyl)amino)-4-(prop-1-yn-1-yl)isoquinoline-6-carboxamide COC1=C(C=C2C(=CN=C(C2=C1)NC[C@H]1NC(CC1)=O)C#CC)C(=O)N